FC1=C(C(=O)C2=CNC=3N=C(N=C(C32)N[C@@H]3CN(CC3)C(C=C)=O)NC3=CC=C(C=C3)N3CCN(CC3)C)C=CC(=C1)F (S)-1-(3-((5-(2,4-difluoroBenzoyl)-2-((4-(4-methylpiperazin-1-yl)phenyl)amino)-7H-pyrrolo[2,3-d]pyrimidin-4-yl)amino)pyrrolidine-1-yl)prop-2-en-1-one